6-[(1S,2S)-2-(6-chloroimidazo[1,2-b]pyridazin-8-yl)cyclopropyl]-3,3-dimethyl-1-(2,2,2-trifluoroethyl)pyrrolo[3,2-b]pyridin-2-one ClC=1C=C(C=2N(N1)C=CN2)[C@@H]2[C@H](C2)C=2C=C1C(=NC2)C(C(N1CC(F)(F)F)=O)(C)C